N-pyridin-4-ylpyrrolo[2,1-f][1,2,4]triazin-2-amine N1=CC=C(C=C1)NC1=NN2C(C=N1)=CC=C2